N[C@@H]1CS(CC[C@@H]1NC1=NC=2N(C=C1)N=CC2C(=O)NC=2C(=NN(C2)C)C(N)=O)(=O)=O 5-{[(3S,4S)-3-Amino-1,1-dioxidotetrahydro-2H-thiopyran-4-yl]amino}-N-(3-carbamoyl-1-methyl-1H-pyrazol-4-yl)pyrazolo[1,5-a]pyrimidin-3-carboxamid